COC([C@H](C)N1C=NC2=C(C1=O)C=C(N=C2C=2C=NC=CC2)C=2C=NC(=CC2)C(F)(F)F)=O.ClC2=CC(=C(C=N2)C2=NC=C(C=C2)N2CCOCC2)F 4-(6'-Chloro-4'-fluoro-[2,3'-bipyridin]-5-yl)morpholine Methyl-(S)-2-(4-oxo-8-(pyridin-3-yl)-6-(6-(trifluoromethyl)pyridin-3-yl)pyrido[3,4-d]pyrimidin-3(4H)-yl)propanoate